(S)-N-(4-chloro-1-oxo-3-(1-((5-oxo-5,8-dihydropyrido[2,3-d]pyrimidin-4-yl)amino)ethyl)-2-phenyl-1,2-dihydroisoquinolin-8-yl)methanesulfonamide O-Chromaformat C(=O)[Cr].ClC1=C(N(C(C2=C(C=CC=C12)NS(=O)(=O)C)=O)C1=CC=CC=C1)[C@H](C)NC=1C2=C(N=CN1)NC=CC2=O